COC1=CC2=C(C=C(O2)C=2N=C3SC(=NN3C2)OC)C(=C1)CO (6-methoxy-2-(2-methoxyimidazo[2,1-b][1,3,4]thiadiazol-6-yl)benzofuran-4-yl)methanol